ClC1=CC=C(CC2(C(C(CC2)(C)C)=O)C(=O)OC)C=C1 methyl 1-(4-chlorobenzyl)-3,3-dimethyl-2-oxocyclopentanecarboxylate